CC(C(=O)O)CCCC(CCCC(=C=CCC(C)=O)C)C 2,6,10-trimethyl-14-oxopentadeca-10,11-dienoic acid